C=C1NN=CC=CC=C1 methylenediazocine